tert-butyl (3S)-3-[2-[7-fluoro-6-(methoxymethoxy)-2-methyl-indazol-5-yl]-5-oxo-1,6-naphthyridin-6-yl]pyrrolidine-1-carboxylate FC1=C(C(=CC2=CN(N=C12)C)C1=NC=2C=CN(C(C2C=C1)=O)[C@@H]1CN(CC1)C(=O)OC(C)(C)C)OCOC